bis(2-isocyanato-ethyl)-4-cyclohexene-1,2-dicarboxylate N(=C=O)CCOC(=O)C1C(CC=CC1)C(=O)OCCN=C=O